5-{2-[6-(5-Cyclopropylmethyl-hexahydro-pyrrolo[3,4-c]pyrrol-2-yl)-5-fluoro-pyridin-3-ylamino]-5-methyl-pyrimidin-4-ylamino}-3H-benzooxazol-2-one C1(CC1)CN1CC2C(C1)CN(C2)C2=C(C=C(C=N2)NC2=NC=C(C(=N2)NC=2C=CC1=C(NC(O1)=O)C2)C)F